(2-chloroacetyl)-4-(4-(((S)-1-((2-chlorophenyl)amino)-4-hydroxybut-2-yl)amino)-6-(methylamino)-1,3,5-triazin-2-yl)-N-((2-oxopyrrolidin-3-yl)methyl)piperazine-2-carboxamide ClCC(=O)N1C(CN(CC1)C1=NC(=NC(=N1)N[C@H](CNC1=C(C=CC=C1)Cl)CCO)NC)C(=O)NCC1C(NCC1)=O